(R)-N-(1-(3-(difluoromethyl)-2-fluorophenyl)ethyl)-7-methyl-4-morpholino-7H-pyrrolo[2,3-d]pyrimidine-6-carboxamide FC(C=1C(=C(C=CC1)[C@@H](C)NC(=O)C1=CC2=C(N=CN=C2N2CCOCC2)N1C)F)F